N-(5-bromo-2-fluorophenyl)-1,1,1-trimethyl-N-(trimethylsilyl)silanamine BrC=1C=CC(=C(C1)N([Si](C)(C)C)[Si](C)(C)C)F